iron(II) oxalate C(C(=O)[O-])(=O)[O-].[Fe+2]